C1=CC=CC=2C3=CC=CC=C3N(C12)C1=CC=C(C=C1)C1=CC=C(C=C1)N 4'-(9-carbazolyl)-biphenyl-4-amine